tert-butyl 2-(5-(p-tolyl)imidazol-2-yl)piperidine-1-carboxylate C1(=CC=C(C=C1)C1=CN=C(N1)C1N(CCCC1)C(=O)OC(C)(C)C)C